[CaH][Zn] calcio-zinc